The molecule is a kaempferol O-glucuronide that is kaempferol with a beta-D-glucosiduronic acid residue attached at the 3-position. It has a role as a metabolite. It is a kaempferol O-glucuronide and a trihydroxyflavone. C1=CC(=CC=C1C2=C(C(=O)C3=C(C=C(C=C3O2)O)O)O[C@H]4[C@@H]([C@H]([C@@H]([C@H](O4)C(=O)O)O)O)O)O